4-formyl-5-hydroxy-6-methoxybenzo[b]thiophene-2-carboxylic acid ethyl ester C(C)OC(=O)C1=CC2=C(S1)C=C(C(=C2C=O)O)OC